ethyl 2-bromoacetate (ethyl 2-bromoacetate) C(C)C(C(=O)O)Br.BrCC(=O)OCC